6-(1H-imidazol-1-yl)-4-methoxy-N-(pyridin-3-yl)picolinamide N1(C=NC=C1)C1=CC(=CC(=N1)C(=O)NC=1C=NC=CC1)OC